OC=1C=C(C=CC1)C(C)(C)C1=CC=C(C(=O)O)C=C1 4-(1-(3-hydroxyphenyl)-1-methylethyl)benzoic acid